[Ag].[Pd].[Ni] nickel-palladium-silver